F[C@]1(CN(CC[C@H]1O)C1=NC=CC(=N1)NC=1N=CC2=C(C(=CC(=C2C1)C(C)C)F)N1CC(C1)CS(=O)(=O)C)C (3S,4R)-3-fluoro-1-[4-({7-fluoro-8-[3-(methanesulfonyl-methyl)azetidin-1-yl]-5-(propan-2-yl)isoquinolin-3-yl}amino)pyrimidin-2-yl]-3-methyl-piperidin-4-ol